ClC1=NC=C(C=C1OC)C(F)(F)F 2-chloro-3-methoxy-5-(trifluoromethyl)pyridine